8-chloro-5-methoxy-1-[trans-4-(4-methylpiperazin-1-yl)cyclohexyl]-5,6-dihydro-4H-[1,2,4]Triazolo[4,3-a][1]Benzazepine ClC=1C=CC2=C(CC(CC=3N2C(=NN3)[C@@H]3CC[C@H](CC3)N3CCN(CC3)C)OC)C1